4-(2-((1-Methyl-3-(trifluoromethyl)-1H-pyrazol-5-yl)sulfonyl)-2-azaspiro[3.4]oct-6-yl)morpholine CN1N=C(C=C1S(=O)(=O)N1CC2(C1)CC(CC2)N2CCOCC2)C(F)(F)F